COC1=CC=2N(C=C1NC(=O)N1CCC=3C1=NC=CC3N3C[C@H](N(CC3)C(=O)OC(C)(C)C)C)C=C(N2)C tert-butyl (R)-4-(1-((7-methoxy-2-methylimidazo[1,2-a]pyridin-6-yl)carbamoyl)-2,3-dihydro-1H-pyrrolo[2,3-b]pyridin-4-yl)-2-methylpiperazine-1-carboxylate